tert-butyl (2R,5S)-4-(8-formyl-3,9-bis(methyl-d3)-2-oxo-3,9-dihydro-2H-purin-6-yl)-2,5-dimethylpiperazine-1-carboxylate C(=O)C=1N(C=2N(C(N=C(C2N1)N1C[C@H](N(C[C@@H]1C)C(=O)OC(C)(C)C)C)=O)C([2H])([2H])[2H])C([2H])([2H])[2H]